pyridylcyclodecane N1=C(C=CC=C1)C1CCCCCCCCC1